di-tertiary butyl diselenide C(C)(C)(C)[Se][Se]C(C)(C)C